BrC(C1=NC=C(C=C1)Cl)C1=CC=CC=C1 2-[bromo(phenyl)methyl]-5-chloropyridine